C(C)(C)(C)OC(NC=1C(=NC=NC1C1OCC(CC1)(F)F)C1=C(C=CC(=C1)F)F)=O (4-(2,5-difluorophenyl)-6-(5,5-difluorotetrahydro-2H-pyran-2-yl)pyrimidin-5-yl)carbamic acid tert-butyl ester